FC([C@@]1(CNCC1)C(=O)O)(F)F (S)-3-(trifluoromethyl)pyrrolidine-3-carboxylic acid